C(C)(C)(C)[C@]12N([C@@H](C[C@H]2C1)C=O)C(=O)O (1S,3S,5S)-tert-butyl-3-formyl-2-azabicyclo[3.1.0]hexane-2-carboxylic acid